C1(=CC=CC2=NC=C3C=CC(=CC3=C12)CS(=O)(=O)O)CS(=O)(=O)O 9-phenanthridinedimethanesulfonic acid